4-(bromomethyl)-3-methoxybenzoate BrCC1=C(C=C(C(=O)[O-])C=C1)OC